2-chloro-4,6-bis(dibenzo[b,d]furan-3-yl)-1,3,5-triazine ClC1=NC(=NC(=N1)C=1C=CC2=C(OC3=C2C=CC=C3)C1)C=1C=CC3=C(OC2=C3C=CC=C2)C1